NC1=C(C=C(C=N1)NC(C(=O)N1[C@H](C[C@@H]([C@@H](C1)C)OC(F)(F)F)C1=CC=C(C=C1)F)=O)C |o1:12,14,15| rel-N-(6-amino-5-methylpyridin-3-yl)-2-((2R,4S,5R)-2-(4-fluorophenyl)-5-methyl-4-(trifluoromethoxy)piperidin-1-yl)-2-oxoacetamide